FC1=C(C(=C(C(=C1OC1=C(C(=C(C(=C1F)F)F)F)F)F)F)F)F bis(pentafluorophenyl) oxide